S1C(=NC2=C1C=CC=C2)NC2=C(C1=C(N=N2)N(CCC1)C=1SC(=C(N1)C(=O)OC)CCCOC1=C(C=C(C=C1)CCCCN(C)C)F)C methyl 2-{3-[(1,3-benzothiazol-2-yl) amino]-4-methyl-5H,6H,7H,8H-pyrido[2,3-c]pyridazin-8-yl}-5-(3-{4-[4-(dimethylamino) butyl]-2-fluorophenoxy} propyl)-1,3-thiazole-4-carboxylate